C(C#CC)OC=1C(=CC2=CN(N=C2C1)C)C=1C(=NC=C(N1)N1CC(CC1)NC1CC1)C(=O)N (6-(but-2-yn-1-yloxy)-2-methyl-2H-indazol-5-yl)-5-(3-(cyclopropylamino)pyrrolidin-1-yl)pyrazine-2-carboxamide